FC=1C=CC=C(C1)C(C(=O)O)CC 5-fluorophenylbutyric acid